4-[2-[4-[5-methyl-1-[4-(trifluoromethoxy)phenyl]pyrazol-3-yl]-1-piperidyl]ethyl]morpholine CC1=CC(=NN1C1=CC=C(C=C1)OC(F)(F)F)C1CCN(CC1)CCN1CCOCC1